C(=C)C=1N=C(C2=C(N1)CN(CC2)C(=O)OC(C)(C)C)OC2=C(C=C(C=C2)F)C(F)(F)F tert-butyl 2-vinyl-4-[4-fluoro-2-(trifluoromethyl) phenoxy]-5H,6H,7H,8H-pyrido[3,4-d]pyrimidine-7-carboxylate